1'-(((2,2'-dichloro-[1,1'-biphenyl]-3,3'-diyl)bis(6-methyl-4-oxopyrazolo[1,5-a]pyrazine-2,5(4H)-diyl))bis(ethane-2,1-diyl))bis(3-hydroxypyrrolidine-2-carboxylic acid) ClC1=C(C=CC=C1C1=NN2C(C(N(C(=C2)C)CCN2C(C(CC2)O)C(=O)O)=O)=C1)C1=C(C(=CC=C1)C1=NN2C(C(N(C(=C2)C)CCN2C(C(CC2)O)C(=O)O)=O)=C1)Cl